FC=1C=C(C=CC1F)C1CCN(C(O1)=O)C1=NC(=NN1)C1=CC=NC=C1 6-(3,4-difluorophenyl)-3-(3-(pyridin-4-yl)-1H-1,2,4-triazol-5-yl)-1,3-oxazinan-2-one